2-(tert-butyl)-N-(4-(2-(cyclopropanecarboxamido)pyridin-4-yl)-2-cyclopropyl-3-fluorobenzyl)oxazole-5-carboxamide C(C)(C)(C)C=1OC(=CN1)C(=O)NCC1=C(C(=C(C=C1)C1=CC(=NC=C1)NC(=O)C1CC1)F)C1CC1